diisodecyl-oxypentaerythritol diphosphite OP(O)OP(O)O.C(CCCCCCC(C)C)OC(O)(C(CO)(CO)CO)OCCCCCCCC(C)C